(2R,4R)-6-chloro-N-(3-{[(5,6-difluoro-1H-benzimidazol-2-yl)methyl]carbamoyl}bicyclo[1.1.1]pent-1-yl)-4-hydroxy-3,4-dihydro-2H-1-benzopyran-2-carboxamide ClC=1C=CC2=C([C@@H](C[C@@H](O2)C(=O)NC23CC(C2)(C3)C(NCC3=NC2=C(N3)C=C(C(=C2)F)F)=O)O)C1